(R)-3-(6-(2-((2,6-dichlorobenzyl)oxy)ethoxy)hexyl)-5-(2,2-dimethyl-4H-benzo[d][1,3]dioxin-6-yl)oxazolidin-2-one ClC1=C(COCCOCCCCCCN2C(O[C@@H](C2)C2=CC3=C(OC(OC3)(C)C)C=C2)=O)C(=CC=C1)Cl